N-((E)-3-(4-((3-methyl-4-((1-methyl-1H-benzo[d]imidazol-5-yl)oxy)phenyl)amino)pyrido[3,2-d]pyrimidin-6-yl)allyl)-3-((R)-1-methylpyrrolidin-2-yl)acrylamide CC=1C=C(C=CC1OC1=CC2=C(N(C=N2)C)C=C1)NC=1C2=C(N=CN1)C=CC(=N2)/C=C/CNC(C=C[C@@H]2N(CCC2)C)=O